1-methylimidazolium ethyl-sulfate cobalt (ii) [Co+2].C(C)OS(=O)(=O)[O-].CN1C=[NH+]C=C1.C(C)OS(=O)(=O)[O-].C(C)OS(=O)(=O)[O-]